N(=[N+]=[N-])CC1CCN(CC1)S(=O)(=O)C1=CC=C(C=C1)C(C)(C)C 4-(Azidomethyl)-1-((4-(tert-butyl)phenyl)sulfonyl)piperidine